O1C=C(C=C1)C=1C(=CC2=CN(N=C2C1)CCC(C)(C)O)NC(=O)C=1N=C(SC1)C(F)(F)F N-(6-(furan-3-yl)-2-(3-hydroxy-3-methylbutyl)-2H-indazol-5-yl)-2-(trifluoromethyl)thiazole-4-carboxamide